4-(2-bromoethyl)benzoic acid BrCCC1=CC=C(C(=O)O)C=C1